Cl.CC=1C(=C(C=CC1)O)N 3-methyl-2-aminophenol hydrochloride